C1(=CC=CC=C1)[C@H]1N([C@H]2N(O[C@@H]1C=C2)C(CC2=CC=CC=C2)=O)C(=O)OCC2=CC=CC=C2 benzyl (1R,4S,6R)-6-phenyl-3-(2-phenylacetyl)-2-oxa-3,5-diazabicyclo[2.2.2]oct-7-ene-5-carboxylate